tellurochromene [Te]1CC=CC2=CC=CC=C12